N1=C(C=CC=C1)C=1N=NN(C1)CC1=CC=C(C=C1)C1=NOC(=N1)OC(=O)N1CCCC1 (3-(4-((4-(pyridin-2-yl)-1H-1,2,3-triazol-1-yl)methyl)phenyl)-1,2,4-oxadiazol-5-yl)pyrrolidine-1-carboxylate